Methyl 3-amino-5,6-dimethoxybenzo[b]thiophene-2-carboxylate NC=1C2=C(SC1C(=O)OC)C=C(C(=C2)OC)OC